C(C)(=O)C1=CC2=C(N=C(N=C2)NC2=NC=C(C=C2)N(CCO)CCO)N(C1=O)C1CCCC1 6-Acetyl-2-{5-[bis-(2-hydroxy-ethyl)-amino]-pyridin-2-ylamino}-8-cyclopentyl-8H-pyrido[2,3-d]pyrimidin-7-one